C(C)OC(=O)C1(CCC=[N+]1[O-])C 5-ethoxycarbonyl-5-methyl-1-pyrroline-N-oxide